bromoallylbarbituric acid BrC=CCC1C(NC(NC1=O)=O)=O